O1C(=CC=C1)CN1C=2NC3=CC=CC=C3C2C(=C2C1=NC=1C=CC=CC21)C2=CC=C(C=C2)C(F)(F)F 6-(furan-2-ylmethyl)-12-(4-(trifluoromethyl)phenyl)-5,6-dihydropyrido[2,3-b:6,5-b']diindole